(S)-Allyl 1-(3-((1-methoxy-1-oxopropan-2-yl)oxy)benzyl)-2,3-dimethyl-1H-indole-5-carboxylate COC([C@H](C)OC=1C=C(CN2C(=C(C3=CC(=CC=C23)C(=O)OCC=C)C)C)C=CC1)=O